FC(CN1N=CC=2C1=NC(=CN2)N2[C@H](CC[C@H](C2)COC=2C(=NC=CC2)C(F)(F)F)C)F 1-(2,2-Difluoroethyl)-6-((2S,5R)-2-methyl-5-(((2-(trifluoromethyl)pyridin-3-yl)oxy)methyl)piperidin-1-yl)-1H-pyrazolo[3,4-b]pyrazine